Hexyl (Z)-2-(((2-((9H-fluoren-9-yl)methoxy)-1-(2-aminothiazol-4-yl)-2-oxoethylidene)amino)oxy)-2-methylpropanoate C1=CC=CC=2C3=CC=CC=C3C(C12)COC(\C(\C=1N=C(SC1)N)=N/OC(C(=O)OCCCCCC)(C)C)=O